1-acetyl-N-(2-methoxy-5-(3-(trifluoromethyl)phenoxy)phenyl)-5-oxopyrrolidine-2-carboxamide C(C)(=O)N1C(CCC1=O)C(=O)NC1=C(C=CC(=C1)OC1=CC(=CC=C1)C(F)(F)F)OC